(S)-1-((S)-2,6-Diaminohexanoyl)-N-((S)-1-phenyl-2-(pyridin-2-yl)ethyl)pyrrolidin-2-carboxamid N[C@H](C(=O)N1[C@@H](CCC1)C(=O)N[C@@H](CC1=NC=CC=C1)C1=CC=CC=C1)CCCCN